COC(=O)C=1C=CC2=C(OC[C@H]3N2CCN(C3)CC3=C(CCC(C3)(C)C)C3=CC=C(C=C3)Cl)C1 (S)-3-((4'-chloro-4,4-dimethyl-3,4,5,6-tetrahydro-[1,1'-biphenyl]-2-yl)methyl)-1,2,3,4,4a,5-hexahydrobenzo[b]pyrazino[1,2-d][1,4]oxazine-8-carboxylic acid methyl ester